(glycine-1-13C)-hydrate O.NC[13C](=O)O